[Si](C)(C)(C(C)(C)C)OC=1C(=C(C(=CC1)Cl)NC(=O)C=1C(=NC(=NC1)Cl)Cl)Cl N-(3-((tert-butyldimethylsilyl)oxy)-2,6-dichlorophenyl)-2,4-dichloropyrimidine-5-carboxamide